(3R,4S,5S)-5-[(1R)-6-chloroisochroman-1-yl]tetrahydrofuran-2,3,4-triol ClC=1C=C2CCO[C@H](C2=CC1)[C@@H]1[C@H]([C@H](C(O1)O)O)O